4-[1-(2,6-dioxo-3-piperidyl)-3-methyl-2-oxo-benzimidazol-4-yl]Piperidine-1-carboxylic acid tert-butyl ester C(C)(C)(C)OC(=O)N1CCC(CC1)C1=CC=CC=2N(C(N(C21)C)=O)C2C(NC(CC2)=O)=O